1-[[2-(2,4-dichlorophenyl)-1,3-dioxolan-2-yl]methyl]-1H-1,2,4-triazole ClC1=C(C=CC(=C1)Cl)C1(OCCO1)CN1N=CN=C1